ClC1=C(C=CC(=C1)Cl)[C@@H](C)NC(=O)C=1SC(=CC1)S(NC)(=O)=O (R)-N-(1-(2,4-dichlorophenyl)ethyl)-5-(N-methylsulfamoyl)thiophene-2-carboxamide